COCCN1N=C(C2=CC(=CC=C12)C)C(=O)O 1-(2-methoxyethyl)-5-methyl-1H-indazole-3-carboxylic acid